1-Ethyl-2-(4-(3-(Piperidin-1-Yl)Propoxy)Phenyl)Quinolin-4(1H)-One C(C)N1C(=CC(C2=CC=CC=C12)=O)C1=CC=C(C=C1)OCCCN1CCCCC1